FC1(CN(C1)C1CCC(CC1)C=1C=C2C(=C(NC2=CC1)C=1C2=C(C=3N(C1)N=CN3)COC2)C(C)C)F 6-(5-(4-(3,3-Difluoroazetidin-1-yl)cyclohexyl)-3-isopropyl-1H-indol-2-yl)-7,9-dihydrofuro[3,4-c][1,2,4]triazolo[1,5-a]pyridine